(2S)-N-(4-(cyclopropylamino)-3,4-dioxo-1-((S)-2-oxopyrrolidin-3-yl)butan-2-yl)-4,4-dimethyl-2-((S)-3-(2-(trifluoromethoxy)phenyl)pentanamido)pentanamide C1(CC1)NC(C(C(C[C@H]1C(NCC1)=O)NC([C@H](CC(C)(C)C)NC(C[C@H](CC)C1=C(C=CC=C1)OC(F)(F)F)=O)=O)=O)=O